Guanidine borate salt B(O)(O)O.NC(=N)N